N1=C(C=CC=C1)CN(C1=CC=CC=C1)CC1=NC=CC=C1 bis(pyridine-2-ylmethyl)aniline